N-(5-bromo-2-pyridinyl)-N-tert-butoxycarbonyl-carbamic acid tert-butyl ester C(C)(C)(C)OC(N(C(=O)OC(C)(C)C)C1=NC=C(C=C1)Br)=O